C1(CCCC1)N1[C@@H](C(N(C=2C=NC(=NC12)NC1=C(C=C(C(=O)NC2CC(C2)CC2CCNCC2)C=C1)OC)C)=O)CC 4-[[(7R)-8-cyclopentyl-7-ethyl-5-methyl-6-oxo-7H-pteridin-2-yl]amino]-3-methoxy-N-[3-(4-piperidylmethyl)cyclobutyl]benzamide